C(C)S(=O)(C1=CC=C(C=C1)OC1=CC=NC2=CC(=CC=C12)OC)=N ethyl(imino)(4-((7-methoxyquinolin-4-yl)oxy)-phenyl)-λ6-sulfanone